ethyl 2-(4-(chlorosulfonyl)-3-fluorophenyl)-2-methylpropanoate ClS(=O)(=O)C1=C(C=C(C=C1)C(C(=O)OCC)(C)C)F